ClC=1C=NN(C1C(NC1=NC=C(C=C1F)C#CC1=CC=CC=C1)=O)[C@H]1C[C@@H](CC1)NC(OC(C)(C)C)=O tert-butyl ((1R,3R)-3-(4-chloro-5-((3-fluoro-5-(phenylethynyl)pyridin-2-yl)carbamoyl)-1H-pyrazol-1-yl)cyclopentyl)carbamate